2,4-dimethyl-dibenzylidenesorbitol Tert-Butyl-2-(6-chloropyrazin-2-yl)propanoate C(C)(C)(C)C(C(=O)O)(C)C1=NC(=CN=C1)Cl.C[C@@](C(O)=CC1=CC=CC=C1)(O)[C@@H](O)[C@](O)([C@H](O)C(O)=CC1=CC=CC=C1)C